OC=1C(=C2C(=C3C=CC=CC13)O2)O epoxydihydroxynaphthalene